C1(CCCC1)N1C2=C(N(C(CC1)=O)C)C=NC(=N2)NC2=C(C=C(C=C2)N2CCC(CC2)O)OCC 9-cyclopentyl-2-[[2-ethoxy-4-(4-hydroxy-1-piperidinyl)phenyl]amino]-5,7,8,9-tetrahydro-5-methyl-6H-pyrimido[4,5-b][1,4]diazepin-6-one